ClCC1N(CCC1)C 2-(chloromethyl)-1-methylpyrrolidine